3-(4,6-diphenyl-1,3,5-triazin-2-yl)-phenylboronic acid C1(=CC=CC=C1)C1=NC(=NC(=N1)C1=CC=CC=C1)C=1C=C(C=CC1)B(O)O